FC=1C=C(OC2=CC=C(C(=O)O)C=C2)C=CC1C(F)(F)F 4-(3-fluoro-4-trifluoromethyl-phenoxy)-benzoic acid